O[C@@H](C(=O)NCCCO)C(CO)(C)C (R)-(+)-2,4-dihydroxyl-N-(3-hydroxypropyl)-3,3-dimethylbutyramide